C=1N=CN2C1C1=CC=CC=C1C2C2CCC=1C=CC=NC1C2O 7-(5H-imidazo[5,1-a]isoindol-5-yl)-5,6,7,8-tetrahydroquinolin-8-ol